(3S)-3-({N-[(4-methoxy-1H-indol-2-yl)carbonyl]-L-leucyl}amino)-2-oxo-4-[(3S)-2-oxopyrrolidin-3-yl]butyl dipropan-2-yl phosphate P(=O)(OCC([C@H](C[C@H]1C(NCC1)=O)NC([C@@H](NC(=O)C=1NC2=CC=CC(=C2C1)OC)CC(C)C)=O)=O)(OC(C)C)OC(C)C